2H-isoindole-1,3-dione potassium [K].C1(NC(C2=CC=CC=C12)=O)=O